N-(2-chloro-4-(trifluoromethyl)phenyl)-2-(2-(3,6-dihydro-2H-pyran-4-yl)-5-ethyl-7-oxo-6-(piperazin-1-yl-2,2,3,3,5,5,6,6-d8)-[1,2,4]triazolo[1,5-a]pyrimidin-4(7H)-yl)acetamide ClC1=C(C=CC(=C1)C(F)(F)F)NC(CN1C=2N(C(C(=C1CC)N1C(C(NC(C1([2H])[2H])([2H])[2H])([2H])[2H])([2H])[2H])=O)N=C(N2)C=2CCOCC2)=O